N-{(1R)-1-[3-(difluoromethyl)-2-fluorophenyl]ethyl}-2-methyl-6-[(oxetan-3-yl)oxy]pyrido[3,4-d]pyrimidin-4-amine FC(C=1C(=C(C=CC1)[C@@H](C)NC=1C2=C(N=C(N1)C)C=NC(=C2)OC2COC2)F)F